4-iodo-5-methoxy-pyridin-2-ol IC1=CC(=NC=C1OC)O